N12CCCNCC2CCC1C(=O)[O-] 1,5-diazabicyclo[5.3.0]decane-10-carboxylate